BrC1=CC(=C(C=C1)[C@@H](O)[C@H]1O[C@@H]([C@H]([C@@H]([C@@H]1OCC1=CC=CC=C1)OCC1=CC=CC=C1)OCC1=CC=CC=C1)COCC1=CC=CC=C1)C |&1:7| (R/S)-(4-Bromo-2-methylphenyl)((2R,3S,4S,5R,6R)-3,4,5-tris(benzyloxy)-6-((benzyloxy)methyl)tetrahydro-2H-pyran-2-yl)methanol